Methyl (2R)-1-methyl-4-[2-[[(E)-3-[4-(trifluoromethyl)phenyl]prop-2-enoyl]amino]acetyl]piperazine-2-carboxylate CN1[C@H](CN(CC1)C(CNC(\C=C\C1=CC=C(C=C1)C(F)(F)F)=O)=O)C(=O)OC